trans-5-[[4-[(3S)-3-(3-cyano-5-fluoro-phenyl)isoxazolidine-2-carbonyl]cyclohexyl]methyl]-6-methyl-pyridine-3-carbonitrile C(#N)C=1C=C(C=C(C1)F)[C@H]1N(OCC1)C(=O)[C@@H]1CC[C@H](CC1)CC=1C=C(C=NC1C)C#N